ClC1=C(C=C(OCC(=O)NC23CC(C2)(C3)NC(=O)C=3C=N(C=CC3)=O)C=C1)F N-{3-[2-(4-chloro-3-fluorophenoxy)acetamido]bicyclo[1.1.1]pentan-1-yl}-1-oxo-1λ5-pyridine-3-carboxamide